C(C=CC)NCC(=O)O crotylglycine